CC(CC1=C(CN)C=CC=C1)C 2-(2-methylpropyl)-benzylamine